FC(C=1C(=C(C=CC1)[C@@H](C)NC=1C2=C(N=C(N1)C)N1C(C(=C2)C(=O)O)=NN=C1)F)F (R)-4-((1-(3-(difluoromethyl)-2-fluorophenyl)ethyl)amino)-2-methyl-[1,2,4]triazolo[4',3':1,6]pyrido[2,3-d]pyrimidine-6-carboxylic acid